6-((2,5-dichloro-1H-benzo[d]imidazol-1-yl)methyl)nicotinonitrile ClC1=NC2=C(N1CC1=NC=C(C#N)C=C1)C=CC(=C2)Cl